(E)-1-(3-bromoprop-1-en-1-yl)-2-chloro-4-fluorobenzene BrC/C=C/C1=C(C=C(C=C1)F)Cl